5-bromo-1-(4-fluorobenzyl)pyridin-2(1H)-one BrC=1C=CC(N(C1)CC1=CC=C(C=C1)F)=O